C12CNCC(CC1)N2C=2SC=1CN(CCC1N2)C(CC2=CC=CC=C2)=O 1-(2-(3,8-diazabicyclo[3.2.1]octan-8-yl)-6,7-dihydrothiazolo[5,4-c]pyridin-5(4H)-yl)-2-phenylethan-1-one